FC=1C=C(C(C(=O)O)O)C=C(C1)F 3,5-difluoromandelic acid